ClC1=CC=C(C=C1)C(C(=O)N1CC2=C(CC1)SC(=C2)C2=NOC(=N2)C(F)(F)F)C 2-(4-chlorophenyl)-1-(2-(5-(trifluoromethyl)-1,2,4-oxadiazol-3-yl)-6,7-dihydrothieno[3,2-c]pyridin-5(4H)-yl)propan-1-one